(S)-2-(3-(3-((4-methyl-4H-1,2,4-triazol-3-yl)methyl)oxetan-3-yl)phenyl)-6-((3-phenylpyrrolidin-1-yl)methyl)-4-(trifluoromethyl)isoindolin-1-one CN1C(=NN=C1)CC1(COC1)C=1C=C(C=CC1)N1C(C2=CC(=CC(=C2C1)C(F)(F)F)CN1C[C@@H](CC1)C1=CC=CC=C1)=O